C(OCCNC(C(C)C)=O)([O-])=O 2-(2-methyl propanoylamino)ethyl carbonate